C[C@H]1N(CCOC1)C=1C=C(C=2N(N1)C(=NC2C)C2=CC(=NN2C2OCCCC2)C)C2=CC=NN2C (3R)-3-methyl-4-(5-methyl-7-(3-methyl-1-(tetrahydro-2H-pyran-2-yl)-1H-pyrazol-5-yl)-4-(1-methyl-1H-pyrazol-5-yl)imidazo[1,5-b]pyridazin-2-yl)morpholine